CC(C(=O)N)(CCCCCCCCCCCCCCC)C dimethyl-heptadecanamide